BrC=1C(=NN2C1COCC2)C=2C=NC=C(C2)F 3-bromo-2-(5-fluoropyridin-3-yl)-6,7-dihydro-4H-pyrazolo[5,1-c][1,4]oxazine